N1=C(C=CC2=CC=CC=C12)C(=O)C1=CC=C(C=C1)C quinolin-2-yl-(p-tolyl)methanone